(R)-7-phenyl-4-oxa-6-azaspiro[2.4]heptan-5-one C1(=CC=CC=C1)[C@H]1NC(OC12CC2)=O